1-(4-((3-chloro-1H-pyrrolo[2,3-b]pyridin-4-yl)oxy)-2-fluorophenyl)-3-(3-fluoro-4-((4-methylpiperazin-1-yl)methyl)-5-(trifluoromethyl)phenyl)urea ClC1=CNC2=NC=CC(=C21)OC2=CC(=C(C=C2)NC(=O)NC2=CC(=C(C(=C2)C(F)(F)F)CN2CCN(CC2)C)F)F